CN([C@@H]([C@@H](O)C)C(=O)O)C(C(C)OCC1=CC=CC=C1)=O methyl-(2-(benzyloxy)propionyl)-L-allothreonine